N1C=NC2=C1C=CC=C2C(C#N)(C)C 2-(1H-benzimidazol-4-yl)-2-methyl-propionitrile